2-(3-iodoimidazo[1,2-a]pyridin-7-yl)-2-methyl-propanenitrile IC1=CN=C2N1C=CC(=C2)C(C#N)(C)C